CC1=NNC(=C1)C1=NSC=2C1=NC(=CC2C2(CCCC2)C(=O)N)N2[C@@H](COCC2)C (R)-1-(3-(3-methyl-1H-pyrazol-5-yl)-5-(3-methylmorpholino)isothiazolo[4,5-b]pyridin-7-yl)cyclopentane-1-carboxamide